(2R,5S)-5-(4-Chlorobenzyl)-4-(4-(5-fluoro-1-methyl-1H-pyrazol-3-yl)cyclohexyl)morpholin ClC1=CC=C(C[C@H]2COCCN2C2CCC(CC2)C2=NN(C(=C2)F)C)C=C1